N1=C(N)N=C(N)N=C1N.P(O)(O)(O)=O phosphoric acid compound with melamine